4-((4-cyanophenyl)sulfonamido)-3-((1S,4S)-4-methoxycyclohexyl)-1-methyl-1H-pyrazole-5-carboxylic acid C(#N)C1=CC=C(C=C1)S(=O)(=O)NC=1C(=NN(C1C(=O)O)C)C1CCC(CC1)OC